6-bromo-2-(tricosan-12-yl)-1H-benzo[de]isoquinoline BrC=1C=CC=2CN(CC3=CC=CC1C23)C(CCCCCCCCCCC)CCCCCCCCCCC